N(C(=S)N)[SiH3] thioureidosilane